C(=O)[O-].C(=C)C1=C(C=CC=C1)[P+](C1=CC=CC=C1)(C1=CC=CC=C1)CC1=CC=CC=C1 vinylbenzyl-triphenylphosphonium formate